6'-acrylamido-2'-(3-fluoro-4-(trifluoromethyl)benzyl)-1'-oxo-1',4'-dihydro-2'H-spiro[cyclopentane-1,3'-isoquinoline]-4'-carboxylic acid C(C=C)(=O)NC=1C=C2C(C3(N(C(C2=CC1)=O)CC1=CC(=C(C=C1)C(F)(F)F)F)CCCC3)C(=O)O